butyl (4-((4-(4-(2,6-dioxopiperidin-4-yl)-2-(trifluoromethyl)phenyl) piperazin-1-yl)methyl)piperidin-1-yl)carbamate O=C1NC(CC(C1)C1=CC(=C(C=C1)N1CCN(CC1)CC1CCN(CC1)NC(OCCCC)=O)C(F)(F)F)=O